5-(4-chloro-2-fluorophenyl)-2,3-dimethylpyrido[4,3-d]Pyrimidin-4(3H)-one ClC1=CC(=C(C=C1)C1=NC=CC=2N=C(N(C(C21)=O)C)C)F